S(=O)(=O)(O)CC1=CC=C(C[C@H](N)C(=O)O)C=C1 4-sulfomethyl-L-phenylalanine